Cyclopropyl(4-(3-hydroxy-2-(pyridin-2-yl)-4,5,6,7-tetrahydro-2H-indazol-5-yl)piperazin-1-yl)methanone C1(CC1)C(=O)N1CCN(CC1)C1CC2=C(N(N=C2CC1)C1=NC=CC=C1)O